C1(C=CC(N1C1=C(C=CC=C1)O)=O)=O maleimidylphenol